N-acrylamidodopamine Disodium stilbene-2,2'-disulfonate C=1(C(=CC=CC1)S(=O)(=O)[O-])C=CC=1C(=CC=CC1)S(=O)(=O)[O-].[Na+].[Na+].C(C=C)(=O)NNCCC1=CC(O)=C(O)C=C1